FC1(CC2(C1)CN(CC2)C2=CC=C(C=N2)C2=NN(C(=N2)NC2=CC(=C(C=C2)C=2C=NN(C2F)COCC[Si](C)(C)C)OC)C)F 3-(6-(2,2-difluoro-6-azaspiro[3.4]octan-6-yl)pyridin-3-yl)-N-(4-(5-fluoro-1-((2-(trimethylsilyl)ethoxy)methyl)-1H-pyrazol-4-yl)-3-methoxyphenyl)-1-methyl-1H-1,2,4-triazol-5-amine